N,N-dimethyl-2-(2-methyl-1H-indol-3-yl)ethylamine CN(C)CCC1=C(NC2=CC=CC=C12)C